OC[C@H]1O[C@H]([C@@H]([C@@H]1O)O)N1C=C(C2=C1N=CN=C2NC)I (2R,3s,4R,5R)-2-(hydroxymethyl)-5-(5-iodo-4-(methylamino)-7H-pyrrolo[2,3-d]pyrimidin-7-yl)tetrahydrofuran-3,4-diol